2-[4-hydroxy-1-[4-nitro-2-(trifluoromethyl)phenyl]-4-piperidinyl]acetic acid tert-butyl ester C(C)(C)(C)OC(CC1(CCN(CC1)C1=C(C=C(C=C1)[N+](=O)[O-])C(F)(F)F)O)=O